5-(5-(1-butylpiperidin-4-yl)-3-isopropyl-1H-indol-2-yl)-3-chloro-1,4-dimethylpyridin-2(1H)-one C(CCC)N1CCC(CC1)C=1C=C2C(=C(NC2=CC1)C=1C(=C(C(N(C1)C)=O)Cl)C)C(C)C